O(C1=CC=CC=C1)C=1C=C(CN2N=CC3=CC=C(C=C23)C(=O)O)C=CC1 1-(3-Phenoxybenzyl)-1H-indazole-6-carboxylic acid